N-(2-((1r,3r,5r,7r)-adamantan-2-ylamino)ethyl)-5-(4-cyano-phenyl)-1-(2,4-dichlorophenyl)-4-methyl-1H-pyrrole-3-carboxamide C12C(C3CC(CC(C1)C3)C2)NCCNC(=O)C2=CN(C(=C2C)C2=CC=C(C=C2)C#N)C2=C(C=C(C=C2)Cl)Cl